FC(OC1=C(C=CC(=C1)N1CCNCC1)NC1=NC=C(C(=N1)NC=1C=CC=C2CNC(C12)=O)F)F 7-((2-((2-(difluoromethoxy)-4-(piperazin-1-yl)phenyl)amino)-5-fluoropyrimidin-4-yl)amino)isoindolin-1-one